Zinc 3,5-bis(3-methylbut-2-yl)salicylaldehyde CC(C(C)C1=C(C(C=O)=CC(=C1)C(C)C(C)C)O)C.[Zn]